CC1(CC=C(CC1)CCC=C(C)C)C=O 1-methyl-4-(4-methyl-3-pentenyl)cyclohex-3-en-1-carbaldehyde